C(C\C=C/CC)OC(CCCCC(=O)OCCCCCCN(CCCCCCOC(CCCCC(OCC\C=C/CC)OCC\C=C/CC)=O)CCCO)OCC\C=C/CC ((3-hydroxypropyl)azanediyl)bis(hexane-6,1-diyl) bis(6,6-bis(((Z)-hex-3-en-1-yl)oxy)hexanoate)